(E)-3-(TRIFLUOROMETHYL)STYRYLBORONIC ACID FC(C=1C=C(/C=C/B(O)O)C=CC1)(F)F